O=C(CCCC[C@@H]1SC[C@@H]2NC(N[C@@H]21)=O)NCCOCCOCCNC(CCCCCCC(=O)ON2C(CCC2=O)=O)=O 2,5-dioxopyrrolidin-1-yl 5,16-dioxo-1-((3aS,4S,6aR)-2-oxohexahydro-1H-thieno[3,4-d]imidazol-4-yl)-9,12-dioxa-6,15-diazatricosan-23-oate